C1(CC1)CC1=NC(=C2C(=N1)N(N=C2)C)NC=2N=CN(C2)C2=CC(=C(C(=C2)OC)OC)OC 6-(cyclopropylmethyl)-1-methyl-N-(1-(3,4,5-trimethoxyphenyl)-1H-imidazol-4-yl)-1H-pyrazolo[3,4-d]pyrimidin-4-amine